docosatriene CCCCCCCCCCCCCCCC/C=C/C=C/C=C